1-(2-fluorobenzyl)imidazo[1,5-a]pyridine-3-carbonitrile FC1=C(CC=2N=C(N3C2C=CC=C3)C#N)C=CC=C1